C1(=CC=CC=C1)N1N=C(C=C1C1=CC(=CC=C1)CCC)NC(=O)C12CN(C(C2C1)=O)CC1=C(C=C(C=C1)OC)OC 3-(2,4-dimethoxybenzyl)-4-oxo-3-azabicyclo[3.1.0]hexane-1-carboxylic acid [1-phenyl-5-(3-propylphenyl)-1H-pyrazol-3-yl]amide